CC(C#N)(C(F)(F)F)O 1,1,1-trifluoroacetone cyanohydrin